BrC=1C=C2C=CC(=NC2=CC1)OC1CCN(CC1)C 6-bromo-2-((1-methylpiperidin-4-yl)oxy)quinoline